1-(Methylsulfonyl)azetidin-3-yl(8-amino-7-fluoro-6-(8-methyl-2,3-dihydro-1H-pyrido[2,3-b][1,4]oxazin-7-yl)isoquinolin-3-yl)carbamate CS(=O)(=O)N1CC(C1)N(C([O-])=O)C=1N=CC2=C(C(=C(C=C2C1)C1=C(C2=C(OCCN2)N=C1)C)F)N